4-Fluoro-3,5-dimethylbenzenamine FC1=C(C=C(C=C1C)N)C